CC1=CC=C(C[P](CC2=CC=C(C=C2)C)=O)C=C1 di-(4-methylbenzyl)phosphorus oxide